3-((4-(1-(4-(2,4-dioxotetrahydropyrimidin-1(2H)-yl)-3-fluorobenzyl)piperidin-4-yl)phenyl)amino)-5-(piperidin-1-yl)pyrazine-2-carboxamide O=C1N(CCC(N1)=O)C1=C(C=C(CN2CCC(CC2)C2=CC=C(C=C2)NC=2C(=NC=C(N2)N2CCCCC2)C(=O)N)C=C1)F